[2H]C1(N(CCOCC1)CC1=CC=C(C=C1)OC)[2H] 5,5-dideutero-4-[(4-methoxyphenyl)methyl]-1,4-oxaazepane